psicose phosphate pyrophosphate OP(O)(=O)OP(=O)(O)O.P(=O)(O)(O)O.OCC(=O)[C@H](O)[C@H](O)[C@H](O)CO